(1S,3R)-N1-(2-methyl-5-(trifluoromethyl)pyrazolo[1,5-a]pyrimidin-7-yl)cyclohexane-1,3-diamine CC1=NN2C(N=C(C=C2N[C@@H]2C[C@@H](CCC2)N)C(F)(F)F)=C1